(R)-2-(benzyloxy)-1-phenylethan-1-amine C(C1=CC=CC=C1)OC[C@H](N)C1=CC=CC=C1